IC=1C=NN2C1C=CC(=C2)C(C)(OCCO)C 2-[1-(3-iodopyrazolo[1,5-a]pyridin-6-yl)-1-methyl-ethoxy]ethanol